methyl 5-(6-bromo-4-oxo-3,4-dihydrophthalazin-1-yloxy)-2-fluorobenzoate BrC=1C=C2C(NN=C(C2=CC1)OC=1C=CC(=C(C(=O)OC)C1)F)=O